FC=1C=CC(=C(C1)CNCC(=O)OC(C)(C)C)[N+](=O)[O-] tert-butyl 2-{[(5-fluoro-2-nitrophenyl)methyl]amino}acetate